Hexan-1,6-diyldiisocyanat C(CCCCCN=C=O)N=C=O